ethyl (1R,5S,6r)-3-((tert-butyldimethylsilyl)oxy)bicyclo[3.1.0]hexane-6-carboxylate [Si](C)(C)(C(C)(C)C)OC1C[C@H]2C([C@H]2C1)C(=O)OCC